C(C)(=O)[O-].[Fe+3].C(C)N1C=NC(=C1C1=NC(=NC=C1)S(=O)(=O)C)C1=CC=C(C=C1)F.C(C)(=O)[O-].C(C)(=O)[O-] 4-(1-Ethyl-4-(4-fluorophenyl)-1H-imidazol-5-yl)-2-(methylsulfonyl)pyrimidine Iron(III) acetate